4-(((3-Chloro-1,4-dioxo-1,4-dihydronaphthalin-2-yl)amino)methyl)-N-(2-(diethylamino)ethyl)benzamid ClC1=C(C(C2=CC=CC=C2C1=O)=O)NCC1=CC=C(C(=O)NCCN(CC)CC)C=C1